1-(naphthalen-1-yl)-N-(((R)-spiro[chroman-4,2'-[1,3]dioxolan]-2-yl)methyl)ethan-1-amine C1(=CC=CC2=CC=CC=C12)C(C)NC[C@@H]1OC2=CC=CC=C2C2(OCCO2)C1